NC=1C(=CC(=C(C(=O)OC)C1)OC)F Methyl 5-amino-4-fluoro-2-methoxybenzoate